FC(C(C(=O)O)C(F)(F)F)(F)F 3,3,3-Trifluoro-2-(trifluoromethyl)propanoic acid